6-formylindolo(3,2-B)carbazole C(=O)C=1C=2C(=CC3=NC4=CC=CC=C4C13)C1=CC=CC=C1N2